Cl.Cl.N[C@H](C(=O)OCC(F)(F)F)CC=1C=CC=C2C=CC=NC12 2,2,2-Trifluoroethyl (S)-2-amino-3-(quinolin-8-yl)propanoate dihydrochloride